Tert-butyl (3S,4S)-3,4-dihydroxypyrrolidine-1-carboxylate O[C@H]1CN(C[C@@H]1O)C(=O)OC(C)(C)C